2-((4-bromo-2-nitrophenyl)(methyl)amino)ethan-1-ol BrC1=CC(=C(C=C1)N(CCO)C)[N+](=O)[O-]